4-dodecane-lactone C1(CCC(CCCCCCCC)O1)=O